3-(3-bromo-2-fluorophenyl)-3,3-difluoro-2-methylpropane-1,2-diol BrC=1C(=C(C=CC1)C(C(CO)(O)C)(F)F)F